(S)-6-(tert-butyl)-N-((R)-1-(3-(methylsulfonamido)phenyl)-3-oxopropyl)-5,6,7,8-tetrahydrothieno[2,3-b]quinoline-2-carboxamide C(C)(C)(C)[C@@H]1CC=2C=C3C(=NC2CC1)SC(=C3)C(=O)N[C@H](CC=O)C3=CC(=CC=C3)NS(=O)(=O)C